ClC1=C(C=CC=C1)NC(=O)N1[C@@H](CCC1=O)C(=O)NCC1=C(C=C(C=C1)Cl)Cl (S)-N1-(2-Chlorophenyl)-N2-(2,4-dichlorobenzyl)-5-oxopyrrolidine-1,2-dicarboxamide